((benzyloxy)carbonylamino)-3-iodo-2-methylpropanoate C(C1=CC=CC=C1)OC(=O)NC(C(=O)[O-])(CI)C